[18F][C@@]1(C[C@H](O)[C@@H](CO)O1)N1C(=O)NC(=O)C(C)=C1 [18F]Fluoro-thymidine